FC1=C(C=CC(=C1)I)C(=O)N1C(CN(CC1)C)C1=CC=CC=C1 (2-fluoro-4-iodophenyl)-(4-methyl-2-phenylpiperazin-1-yl)methanone